methyl 6-(difluoromethoxy)-8-(6-azaspiro[2.5]octan-6-yl)quinoline-3-carboxylate FC(OC=1C=C2C=C(C=NC2=C(C1)N1CCC2(CC2)CC1)C(=O)OC)F